CC1(C2=CC=CC=C2NC=2C=CC=CC12)C 9,9-Dimethylacridine